methyl 5-chloro-3-(2-(4,4-difluoropiperidin-1-yl)ethoxy)thiophene-2-carboxylate ClC1=CC(=C(S1)C(=O)OC)OCCN1CCC(CC1)(F)F